4-(10,15,20-tri(pyridin-4-yl)porphyrin-5-yl)pyridin-1-ium N1=CC=C(C=C1)C=1C=2C=CC(=C(C3=CC=C(N3)C(=C3C=CC(C(=C4C=CC1N4)C4=CC=NC=C4)=N3)C3=CC=NC=C3)C3=CC=[NH+]C=C3)N2